2-(5-methyl-pyridin-2-yl)-aniline CC=1C=CC(=NC1)C1=C(N)C=CC=C1